3-(tert-butyl)-2-hydroxybenzaldehyde C(C)(C)(C)C=1C(=C(C=O)C=CC1)O